N(=[N+]=[N-])CC1=C(C(=NO1)C)C=1C=CC(=NC1C(C1=CC=C(C=C1)Cl)=O)N(C(OC(C)(C)C)=O)C tert-butyl N-[5-[5-(azidomethyl)-3-methyl-isoxazol-4-yl]-6-(4-chlorobenzoyl)-2-pyridyl]-N-methyl-carbamate